(R)-2-((3-amino-4-(phenylthio)butyl)(cyclopropyl)amino)ethan-1-ol hydrochloride Cl.N[C@H](CCN(CCO)C1CC1)CSC1=CC=CC=C1